C1(CC1)C1=CC(=CC(=N1)N1C(C2=CC(=CC(=C2C1)F)CNCC1(CCC1)O)=O)C1=C(C=C(C=C1)F)C1=NN=CN1C 2-{6-Cyclopropyl-4-[4-fluoro-2-(4-methyl-1,2,4-triazol-3-yl)phenyl]pyridin-2-yl}-4-fluoro-6-({[(1-hydroxycyclobutyl)methyl]amino}methyl)-3H-isoindol-1-one